(1R,2R)-2-fluoro-N-(5-(6-((R)-1-hydroxypropyl)-4-methylpyridin-3-yl)imidazo[5,1-a][2,6]naphthyridin-9-yl)cyclopropane-1-carboxamide F[C@H]1[C@H](C1)C(=O)NC1=NC=C2C=C(N3C(C2=C1)=CN=C3)C=3C=NC(=CC3C)[C@@H](CC)O